1-Amino-1-cyclohexylcarboxylic acid NC1(CCCCC1)C(=O)O